N(=C=S)CCSC[C@H]1OCCN(CCOCCOCCN(CCOC1)CC1=CC=CC(=N1)C(=O)O)CC1=CC=CC(=N1)C(=O)O (S)-6,6'-((2-(((2-Isothiocyanatoethyl)thio)methyl)-1,4,10,13-tetraoxa-7,16-diazacyclooctadecane-7,16-diyl)bis(methylene))dipicolinic acid